(2R or S)-1-{3-[(1R)-1-aminoethyl]-2-fluorophenyl}-1,1-difluoro-2-methylpent-3-yn-2-ol hydrochloride Cl.N[C@H](C)C=1C(=C(C=CC1)C([C@@](C#CC)(O)C)(F)F)F |o1:11|